2-(5-(3-(5-(tert-Butyl)isoxazol-3-yl)ureido)benzofuran-2-carbonyl)-4-(pyrrolidin-1-ylmethyl)-1H-indol-5-yl [1,4'-bipiperidine]-1'-carboxylate dihydrochloride Cl.Cl.N1(CCCCC1)C1CCN(CC1)C(=O)OC=1C(=C2C=C(NC2=CC1)C(=O)C=1OC2=C(C1)C=C(C=C2)NC(=O)NC2=NOC(=C2)C(C)(C)C)CN2CCCC2